aluminum tris(3,4-dimethyl-8-quinolinolate) CC=1C=NC2=C(C=CC=C2C1C)[O-].CC=1C=NC2=C(C=CC=C2C1C)[O-].CC=1C=NC2=C(C=CC=C2C1C)[O-].[Al+3]